FC1=C(CN2C(N(C(C=C2Cl)=O)CC=2N=NN(N2)C(C2=CC=CC=C2)(C2=CC=CC=C2)C2=CC=CC=C2)=O)C=C(C(=C1)F)F 1-(2,4,5-trifluorobenzyl)-6-chloro-3-((2-trityl-2H-tetrazol-5-yl)methyl)pyrimidine-2,4(1H,3H)-dione